5-(4-cyclohexyl-3-fluoro-phenyl)-3-[3-(fluoromethyl)azetidine-1-carbonyl]-N,N-dimethyl-7-oxo-4H-pyrazolo[1,5-a]pyrimidine-2-carboxamide C1(CCCCC1)C1=C(C=C(C=C1)C=1NC=2N(C(C1)=O)N=C(C2C(=O)N2CC(C2)CF)C(=O)N(C)C)F